3-((4-(4-(((1r,4r)-4-aminocyclohexyl)methyl)piperazin-1-yl)phenyl)amino)piperidine-2,6-dione NC1CCC(CC1)CN1CCN(CC1)C1=CC=C(C=C1)NC1C(NC(CC1)=O)=O